COCC1=NC(=NC=C1)C(C(=O)OC)(C)C methyl 2-(4-(methoxymethyl)pyrimidin-2-yl)-2-methylpropanoate